C(C)OC(COC=1C=CC(=C2C=CC=NC12)Cl)=O (5-chloro-8-quinolinoxy)acetic acid-ethylester